NC(C#CC=1C=NC=CC1C1=C(C=2C(NCCC2N1)=O)NC1=C(C(=CC=C1)F)OC)(C)C 2-[3-(3-amino-3-methylbut-1-yn-1-yl)pyridin-4-yl]-3-[(3-fluoro-2-methoxyphenyl)amino]-1H,5H,6H,7H-pyrrolo[3,2-c]pyridin-4-one